(4-bromophenoxy)(tert-butyl)dimethylsilane BrC1=CC=C(O[Si](C)(C)C(C)(C)C)C=C1